N1(C=NC=C1)C1=NC(=NC(=N1)C1=NC(=CC=C1)C(F)(F)F)NC1=CC(=NC=C1)C(F)(F)F 4-(1H-imidazol-1-yl)-6-(6-(trifluoromethyl)pyridin-2-yl)-N-(2-(trifluoromethyl)pyridin-4-yl)-1,3,5-triazin-2-amine